CC1C(OC(C(O1)C)C)C tetramethyl-1,4-dioxane